ClC1=NC(=NC=C1C(F)(F)F)N[C@@H]1CN(CCC1)C(=O)OC(C)(C)C tert-butyl (S)-3-((4-Chloro-5-(trifluoromethyl)pyrimidin-2-yl)amino)piperidine-1-carboxylate